Benzyl 3-(4-aminocyclohexen-1-yl)-1-(benzyloxycarbonylsulfamoyl)pyrrole-2-carboxylate hydrochloride Cl.NC1CC=C(CC1)C1=C(N(C=C1)S(NC(=O)OCC1=CC=CC=C1)(=O)=O)C(=O)OCC1=CC=CC=C1